ClC=1C=C(C=CC1C)C(C(=N)NO)(F)F 2-(3-chloro-4-methylphenyl)-2,2-difluoro-N-hydroxyacetamidine